C1(=C(C=CC=C1)N1N=NC(=C1I)I)C 1-(o-tolyl)-4,5-diiodo-1,2,3-triazole